N1(CCC1)CCOC1=C(C=C(C=C1)NC(CC=1C=NC=C(C1)F)=O)C=1C(=NOC1C)C N-(4-(2-(azetidin-1-yl)ethoxy)-3-(3,5-dimethylisoxazol-4-yl)phenyl)-2-(5-fluoropyridin-3-yl)acetamide